NC1=C(C=C(C=N1)NC(C(=O)N1[C@H](CC[C@@H](C1)C)C=1C=CC2=C(N=C(S2)CN(C(C)C)CC)C1)=O)CC N-(6-amino-5-ethylpyridin-3-yl)-2-((2R,5S)-2-(2-((ethyl(isopropyl)amino)methyl)benzo[d]thiazol-5-yl)-5-methylpiperidin-1-yl)-2-oxoacetamide